CC1=NN2C(C=NC(=C2)C(=O)OC)=N1 methyl 2-methyl-[1,2,4]triazolo[1,5-a]pyrazine-6-carboxylate